F.[NH+]1=CC=CC=C1 pyridinium hydrofluoric acid salt